2-(tert-butyl)-N-((3r,4r,e)-4-methoxy-1-(methylsulfonyl)pent-1-en-3-yl)-4-phenoxypyrimidine-5-carboxamide C(C)(C)(C)C1=NC=C(C(=N1)OC1=CC=CC=C1)C(=O)N[C@H](/C=C/S(=O)(=O)C)[C@@H](C)OC